C(CCCCCCC\C=C/C\C=C/CCCCC)OC1=C(COC(CCCN(C)C)=O)C=C(C=C1)OCCCCCCCC\C=C/C\C=C/CCCCC 2,5-bis((9z,12z)-octadeca-9,12-dien-1-yloxyl)benzyl-4-(dimethylamino)butanoate